tert-butyl (2-(2-(2-(2-aminoethoxy)ethoxy)ethoxy)ethyl)carbamate oxalate C(C(=O)O)(=O)O.NCCOCCOCCOCCNC(OC(C)(C)C)=O